tert-butyl-(N-(4-((3-cyano-6,7-dimethoxyquinolin-4-yl)amino)butyl)sulfamoyl)carbamic acid C(C)(C)(C)N(C(O)=O)S(NCCCCNC1=C(C=NC2=CC(=C(C=C12)OC)OC)C#N)(=O)=O